FC1=C(OC2CCN(CC2)C=2C(=NC=C(C2)NC(C2=C(N=CC(=C2)F)OC)=O)C(=O)N(C)C)C=CC(=C1)F 4-(2,4-difluorophenoxy)piperidin-1-yl-5-(5-fluoro-2-methoxynicotinamido)-N,N-dimethylpicolinamide